C(C\C=C\C)(=O)OC (E)-methyl 3-pentenoate